Cl.N1(N=CC2=CC=CC=C12)C=1C(=NC=CC1)[C@H](CC1=NC(=CC=C1)S(=O)(=O)C)N (S)-1-[3-(1H-indazole-1-yl)pyridine-2-yl]-2-(6-methylsulfonyl-pyridine-2-yl)ethan-1-amine hydrochloride